ClC1=C(C=CC(=C1F)OC)C1=CN=C2N1C=CN=C2NC2=CC(=C(C=C2)C(=O)N2CCNCC2)C [4-[[3-(2-chloro-3-fluoro-4-methoxy-phenyl)imidazo[1,2-a]pyrazin-8-yl]amino]-2-methyl-phenyl]-piperazin-1-yl-methanone